Sodium 2-(sulfonatoamino)butan-1-ol S(=O)(=O)([O-])NC(CO)CC.[Na+]